2,4,6-trimethyl-benzoic anhydride CC1=C(C(=O)OC(C2=C(C=C(C=C2C)C)C)=O)C(=CC(=C1)C)C